Tert-butyl 4-[3-(2,6-dibenzyloxy-3-pyridyl)-1-methyl-indazol-6-yl]oxypiperidine-1-carboxylate C(C1=CC=CC=C1)OC1=NC(=CC=C1C1=NN(C2=CC(=CC=C12)OC1CCN(CC1)C(=O)OC(C)(C)C)C)OCC1=CC=CC=C1